5-(3,5-Difluorobenzyl)-3-(5-(1-Methylpiperidin-4-yl)-1,4,5,6-Tetrahydropyrrolo[3,4-d]imidazol-2-yl)-1H-Indazol FC=1C=C(CC=2C=C3C(=NNC3=CC2)C2=NC3=C(N2)CN(C3)C3CCN(CC3)C)C=C(C1)F